N1C=CC=2C1=NC=CC2C=2C=NN(C2)C(CCO)C 3-[4-(1H-Pyrrolo[2,3-b]pyridin-4-yl)-pyrazol-1-yl]-butan-1-ol